N-(2,6-difluorophenyl)-4-[3-(3,5-dimethylpyrazol-1-yl)-6-oxopyridazin-1-yl]piperidin-1-carboxamide FC1=C(C(=CC=C1)F)NC(=O)N1CCC(CC1)N1N=C(C=CC1=O)N1N=C(C=C1C)C